manganese hydrogencarbonate C(O)([O-])=O.[Mn+2].C(O)([O-])=O